pyrazole-carboxylic acid amide N1N=C(C=C1)C(=O)N